benzyl-propyl-malonic acid dipropyl ester C(CC)OC(C(C(=O)OCCC)(CCC)CC1=CC=CC=C1)=O